C1(C(C(C(C(C1[2H])([2H])[2H])([2H])[2H])([2H])[2H])([2H])[2H])([2H])C1=C(C(=C(C=C1)C1=CC=CC=2SC3=C(C21)C=CC=C3)C3=NN=NC=C3)C3(C(C(C(C(C3[2H])([2H])[2H])([2H])[2H])([2H])[2H])([2H])[2H])[2H] [(diphenyl-d10)triazinylphenyl]dibenzothiophene